2-Benzyl-4-methylphenyl 2-chloroacetate ClCC(=O)OC1=C(C=C(C=C1)C)CC1=CC=CC=C1